N-(4-(dimethylamino)cyclohexyl)-2-(1H-imidazol-5-yl)thiazole-4-carboxamide CN(C1CCC(CC1)NC(=O)C=1N=C(SC1)C1=CN=CN1)C